[Si](=O)=O silicon di-oxide